4-bromo-6,6a,9,10-tetrahydro-5H-pyrazino[1,2-a][1,8]Naphthyridine-5,7(8H)-dione BrC=1C=2C(CC3N(C2N=CC1)CCNC3=O)=O